C(C)(C)(C)OC(=O)NCC=1C=NN(C1)CC1=CC2=C(C(=NO2)NS(=O)(=O)C2=CC=C(C(=O)OC)C=C2)C(=C1)OC methyl 4-(N-(6-((4-(((tert-butoxycarbonyl) amino)methyl)-1H-pyrazol-1-yl)methyl)-4-methoxybenzo[d]isoxazol-3-yl)sulfamoyl)benzoate